(R)-8-(2-(3'-cyano-5-(5-methyl-4H-1,2,4-triazol-3-yl)-[1,1'-biphenyl]-2-yl)ethyl)-9-oxooctahydro-2H-pyrazino[1,2-a]pyrazine-2-carbonitrile C(#N)C=1C=C(C=CC1)C1=C(C=CC(=C1)C1=NN=C(N1)C)CCN1C([C@@H]2N(CCN(C2)C#N)CC1)=O